4-[(quinolin-2-yl)methoxy]-N-[(1R,3S)-3-{[2-(trifluoromethyl)quinolin-4-yl]amino}cyclohexyl]benzamide N1=C(C=CC2=CC=CC=C12)COC1=CC=C(C(=O)N[C@H]2C[C@H](CCC2)NC2=CC(=NC3=CC=CC=C23)C(F)(F)F)C=C1